FC1(CCN(CCC1)C1=C(C(=C(C=N1)C=1C=NC=CC1)C)C(=O)NC1=CC(=CC=C1)S(=O)(=N)C)F 6-(4,4-difluoroazepan-1-yl)-4-methyl-N-(3-(S-methylsulfonimidoyl)phenyl)-[3,3-bipyridine]-5-carboxamide